3-{1-[(4-chloro-2-fluorophenyl)-methyl]-5-oxopyrrolidin-2-yl}-3-oxo-2-(1λ4-thiolan-1-ylidene)propanenitrile ClC1=CC(=C(C=C1)CN1C(CCC1=O)C(C(C#N)=S1CCCC1)=O)F